NC=1C2=C(N=CN1)N(C(C=C2)=O)C(C)C 4-amino-8-(propan-2-yl)pyrido[2,3-d]pyrimidin-7(8H)-one